C(C1=CC=CC=C1)OC(=O)N[C@@H](C(=O)OCC1=CC=CC=C1)CNC(C1=CC(=CC(=C1)C=1C=NOC1CCC)F)=O (R)-benzyl 2-(((benzyloxy)carbonyl)amino)-3-(3-fluoro-5-(5-propylisoxazol-4-yl)benzamido)propanoate